oxazol-2(3H)-one-5-boronic acid pinacol ester O1C(NC=C1B1OC(C)(C)C(C)(C)O1)=O